ascorbic acid dicaprylate C(CCCCCCC)(=O)O.C(CCCCCCC)(=O)O.O=C1C(O)=C(O)[C@H](O1)[C@@H](O)CO